NC1C(CCCC1)C=1N(C2=NC(=NC(=C2N1)N)N)C(C)C (2-aminocyclohexyl)-9-isopropyl-9H-purine-2,6-diamine